BrC1=NC(=CC(=C1)OC1CCC1)S(=O)(=O)C 2-bromo-4-cyclobutoxy-6-(methylsulfonyl)pyridine